NN1C(=NC(=C1C(=O)N)C1=CC=C(C=C1)C(NC1=NC=CC(=C1)CC)=O)[C@H]1N(CCCC1)C(\C=C\C)=O (S,E)-1-Amino-2-(1-(but-2-enoyl)piperidin-2-yl)-4-(4-((4-ethylpyridin-2-yl)carbamoyl)phenyl)-1H-imidazol-5-carboxamid